4-[[(2S)-1,4-dioxan-2-yl]methoxy]-1-methyl-9-(3-pyridyl)-6,7-dihydrobenzo[a]quinolizin-2-one O1[C@@H](COCC1)COC=1N2CCC3=C(C2=C(C(C1)=O)C)C=CC(=C3)C=3C=NC=CC3